tert-butyl (1-(8-(2,3-dichlorophenyl)-[1,2,4]triazolo[4,3-c]pyrimidin-5-yl)-4-methylpiperidin-4-yl)carbamate ClC1=C(C=CC=C1Cl)C=1C=2N(C(=NC1)N1CCC(CC1)(C)NC(OC(C)(C)C)=O)C=NN2